(Z)-3-(2-bromo-5-fluorostyryl)-2-fluoropyridine BrC1=C(\C=C/C=2C(=NC=CC2)F)C=C(C=C1)F